COC1=NC=C(C=C1)NC1=NC=NC(=C1)N1OCC[C@@H]1C1=CC(=CC=C1)C(F)(F)F methoxy-5-((6-((R)-3-(3-(trifluoromethyl)phenyl)isoxazolidin-2-yl)pyrimidin-4-yl)amino)pyridin